FC1(C(C1)NC(=S)NC=1C=NN2C1N=C(C=C2)N2[C@H](CCC2)C2=C(C=CC(=C2)F)F)F 1-(2,2-difluorocyclopropyl)-3-(5-((R)-2-(2,5-difluorophenyl)pyrrolidin-1-yl)pyrazolo[1,5-a]pyrimidin-3-yl)thiourea